N-(3-(2-(2-(3-aminopropoxy)ethoxy)ethoxy)propyl)-2-((2-(2,6-dioxopiperidin-3-yl)-1,3-dioxoisoindolin-4-yl)oxy)acetamide trifluoroacetate FC(C(=O)O)(F)F.NCCCOCCOCCOCCCNC(COC1=C2C(N(C(C2=CC=C1)=O)C1C(NC(CC1)=O)=O)=O)=O